ClC(C1=NC(=NO1)C1=CC=C(C=C1)NC=1C(C(C1NCC=1C=NOC1)=O)=O)(F)F 3-((4-(5-(chlorodifluoromethyl)-1,2,4-oxadiazol-3-yl)phenyl)amino)-4-((isoxazol-4-ylmethyl)amino)cyclobut-3-ene-1,2-dione